ClC1=C(C=C(OCC(=O)NC23CC(C2)(C3)C=3C=NC(=CC3)OCCOC(F)(F)F)C=C1)F 2-(4-chloro-3-fluorophenoxy)-N-(3-{6-[2-(trifluoromethoxy)ethoxy]pyridin-3-yl}bicyclo[1.1.1]pentan-1-yl)acetamide